trans-(1-((3-(1-Aminoethyl)phenyl)sulfonyl)-5-phenylpiperidin-3-yl)(1,1-dioxidothio-morpholino)methanone 2,2,2-trifluoroacetate FC(C(=O)O)(F)F.NC(C)C=1C=C(C=CC1)S(=O)(=O)N1C[C@H](C[C@@H](C1)C1=CC=CC=C1)C(=O)N1CCS(CC1)(=O)=O